octadecyldimethylammonium chloride [Cl-].C(CCCCCCCCCCCCCCCCC)[NH+](C)C